Cl.Cl.C1(=CC=CC2=CC=CC=C12)NCCN (1-naphthyl)-ethylenediamine dihydrochloride